F[C@H](CNC(=O)C1=C(C=2N(N=C1)C=C(C2)C2=CC=NC=C2)NCCC(C)(C)O)C(C)(C)O (R)-N-(2-fluoro-3-hydroxy-3-methylbutyl)-4-((3-hydroxy-3-methylbutyl)amino)-6-(pyridin-4-yl)pyrrolo[1,2-b]pyridazine-3-carboxamide